4-methacryloylaminobenzoic acid C(C(=C)C)(=O)NC1=CC=C(C(=O)O)C=C1